(azolyl) ether N1C(=CC=C1)OC=1NC=CC1